N1=CC(=CC=C1)CNC(NC1=CC=C(C=C1)S(NC1=C(C=CC=C1)N1CCCC1)(=O)=O)=O 3-(pyridin-3-ylmethyl)-1-(4-{[2-(pyrrolidin-1-yl)phenyl]sulfamoyl}phenyl)urea